1-(P-fluorophenyl)-2-hydroxy-2-methyl-1-propanone CC(C)(C(=O)C1=CC=C(C=C1)F)O